O=CCCCC[NH2]=O.NC1=NC2=CC(=CC=C2C(=C1)OCC1(COC1)CO)Br (3-(((2-amino-7-bromoquinolin-4-yl)oxy)methyl)oxetan-3-yl)methanol 5-oxopentan1-aminoxide